COC1=NN(C=2C(C(C3=C(C12)C=CC=C3)=O)=O)C3=CC=CC=C3 1-Methoxy-3-phenyl-3H-benzo[e]indazol-4,5-dion